BrC=1C=CC(=NC1)N/C=C/C(=O)C1=CC=CC=C1 (E)-3-((5-bromopyridin-2-yl)amino)-1-phenylpropan-2-en-1-one